5-((4-(1H-imidazol-4-yl)phenoxy)methyl)-1-isopropyl-1H-imidazole N1C=NC(=C1)C1=CC=C(OCC2=CN=CN2C(C)C)C=C1